Cl.FC(C1=CC=C(C=N1)C=1C=C2C=CC(=NC2=CC1)N1CCC(CC1)C(=O)O)(F)F 1-(6-(6-(trifluoromethyl)pyridin-3-yl)quinolin-2-yl)piperidine-4-carboxylic acid hydrochloride